5-chloro-N-((1r,4r)-4-((3-(6-ethoxypyridin-3-yl)-2-oxo-2,3-dihydro-1H-benzo[d]imidazol-1-yl)methyl)cyclohexyl)-2-methylnicotinamide ClC=1C=NC(=C(C(=O)NC2CCC(CC2)CN2C(N(C3=C2C=CC=C3)C=3C=NC(=CC3)OCC)=O)C1)C